ClC1=C(C(=CC=C1F)F)C(CC(=O)O)(F)F 2-chloro-β,β,3,6-tetrafluoro-benzenepropanoic acid